1-octadecyl-2-(13Z,16Z-docosadienoyl)-glycero-3-phospho-(1'-sn-glycerol) CCCCCCCCCCCCCCCCCCOC[C@H](COP(=O)(O)OC[C@H](CO)O)OC(=O)CCCCCCCCCCC/C=C\C/C=C\CCCCC